C(=O)[O-].C(=O)[O-].N1CC(C1)C[N+]1(CC(C1)CCNC(C1=C(C=C(C=C1)NC=1C=2N(C=CN1)C(=CN2)C2=C(C(=C(C=C2)OC(F)F)F)F)CC)=O)C.N2CC(C2)C[N+]2(CC(C2)CCNC(C2=C(C=C(C=C2)NC=2C=1N(C=CN2)C(=CN1)C1=C(C(=C(C=C1)OC(F)F)F)F)CC)=O)C N-[2-[1-(azetidin-3-ylmethyl)-1-methyl-azetidin-1-ium-3-yl]ethyl]-4-[[3-[4-(difluoromethoxy)-2,3-difluoro-phenyl]imidazo[1,2-a]pyrazin-8-yl]amino]-2-ethyl-benzamide Diformate